2-isocyanatoethyl-2,6-diisocyanatohexane N(=C=O)CCCC(CCCCN=C=O)N=C=O